NC1=C(N=CC(=N1)N1CCC2(CC1)C(C1C(OCC1)C2)N)SC2=C(C(=NC=C2)N)Cl 1'-(6-amino-5-((2-amino-3-chloropyridin-4-yl)thio)pyrazin-2-yl)hexahydrospiro[cyclopenta[b]furan-5,4'-piperidin]-4-amine